C(C)(C)(C)OC(=O)N1N=C(C2=CC=C(C=C12)[C@@H]1C[C@@]12C(N(C1=CC=C(C=C21)OC)C(=O)OC(C)(C)C)=O)NC2=NC=C(C=C2OC)S(=O)(=O)CC Tert-butyl (1R,2S)-2-[1-(tert-butoxycarbonyl)-3-{[5-(ethanesulfonyl)-3-methoxypyridin-2-yl]amino}indazol-6-yl]-5'-methoxy-2'-oxospiro[cyclopropane-1,3'-indole]-1'-carboxylate